3-chloro-6-(3,4-dimethoxyphenyl)-7-((2-(trimethylsilyl)ethoxy)methyl)-5-vinyl-7H-pyrrolo[2,3-c]Pyridazine ClC1=CC2=C(N=N1)N(C(=C2C=C)C2=CC(=C(C=C2)OC)OC)COCC[Si](C)(C)C